1-(m-tolyl)-2-(trifluoromethoxy)ethan-1-one C1(=CC(=CC=C1)C(COC(F)(F)F)=O)C